3-[4-[8-chloro-7-[4-fluoro-2-methyl-3-(2-trimethylsilylethoxymethyl)benzimidazol-5-yl]oxy-quinoxalin-2-yl]pyrazol-1-yl]cyclobutanol ClC=1C(=CC=C2N=CC(=NC12)C=1C=NN(C1)C1CC(C1)O)OC1=C(C2=C(N=C(N2COCC[Si](C)(C)C)C)C=C1)F